tetrakis-(penta-fluoro-phenyl)borate FC1=C(C(=C(C(=C1[B-](C1=C(C(=C(C(=C1F)F)F)F)F)(C1=C(C(=C(C(=C1F)F)F)F)F)C1=C(C(=C(C(=C1F)F)F)F)F)F)F)F)F